tert-butyl (4S)-2,2-dimethyl-4-[(1R)-5-oxo-1-[1,2,2,2-tetradeuterio-1-(trideuteriomethyl)ethoxy]pentyl]oxazolidine-3-carboxylate CC1(OC[C@H](N1C(=O)OC(C)(C)C)[C@@H](CCCC=O)OC(C([2H])([2H])[2H])(C([2H])([2H])[2H])[2H])C